F[C@H](C1=CC2=C(SC(=C2)C(=O)OC2=C(C(=C(C(=C2F)F)F)F)F)C=C1)P(=O)(OC1=CC=CC=C1)N[C@H](C(OCCC)=O)C perfluorophenyl 5-((1S)-fluoro((((S)-1-oxo-1-propoxypropan-2-yl)amino)(phenoxy) phosphoryl)methyl)benzo[b]thiophene-2-carboxylate